ClC=1C=C(C=CC1Cl)C1(CCCC1)CNS(=O)(=O)C1=CC=C(C=C1)OC(F)(F)F N-((1-(3,4-dichlorophenyl)cyclopentyl)methyl)-4-(trifluoromethoxy)benzenesulfonamide